4-(4-fluorophenyl)piperazine FC1=CC=C(C=C1)N1CCNCC1